5-cyclopropyl-2-(((1S,3S)-3-((2-oxo-2H-[1,3'-bipyridine]-6'-yl)amino)cyclopentyl)amino)pyrimidine-4-carbonitrile C1(CC1)C=1C(=NC(=NC1)N[C@@H]1C[C@H](CC1)NC1=CC=C(C=N1)N1C(C=CC=C1)=O)C#N